CC=1N=CSC1C1=CC=C(CNC(=O)C2NCCC2)C=C1 2-((4-(4-methylthiazol-5-yl)benzyl)carbamoyl)pyrrolidin